7-cyano-7-deaza-guanosine C(#N)C1=CN([C@H]2[C@H](O)[C@H](O)[C@@H](CO)O2)C=2N=C(NC(C12)=O)N